(3S)-3-methyl-1-{2-[1-(2-methylphenyl)-1H-pyrazol-4-yl]-1,3-thiazole-4-carbonyl}piperazine C[C@H]1CN(CCN1)C(=O)C=1N=C(SC1)C=1C=NN(C1)C1=C(C=CC=C1)C